ClC1=CC=C(CNC(NC2CC3(CC(C3)NC(C3=CC=CC=C3)=O)C2)=O)C=C1 N-(6-(3-(4-chlorobenzyl)ureido)spiro[3.3]heptan-2-yl)benzamide